ClC1=NC(=CC(=C1)NC(=O)C1=CC2=C(S1)C=CC(=C2)C(C)(C)S(=O)(=O)C)OC2=CC(=CC(=C2)Cl)Cl N-(2-Chloro-6-(3,5-dichlorophenoxy)pyridin-4-yl)-5-(2-(methylsulfonyl)propan-2-yl)benzo[b]thiophen-2-carboxamid